tert-butyl (trans-3-((S)-1-(4-fluorophenyl)-1,2,3,4-tetrahydroisoquinoline-2-carbonyl)cyclobutyl)carbamate FC1=CC=C(C=C1)[C@@H]1N(CCC2=CC=CC=C12)C(=O)[C@@H]1C[C@H](C1)NC(OC(C)(C)C)=O